4-(4-chlorophenyl)-N-[[4-(trifluoromethoxy)phenyl]sulfonylimino]piperidin-4-amine ClC1=CC=C(C=C1)C1(CCNCC1)N=NS(=O)(=O)C1=CC=C(C=C1)OC(F)(F)F